4-hydroxy-1-methyl-7-(thiophen-2-yloxy)isoquinoline-3-carboxylic acid OC1=C(N=C(C2=CC(=CC=C12)OC=1SC=CC1)C)C(=O)O